C1(CC1)[C@H](N(C(=O)N[C@H]1COCC1(F)F)C)C1=CC=NC=C1 1-[(S)-cyclopropyl(4-pyridyl)methyl]-3-[(3S)-4,4-difluorotetrahydrofuran-3-yl]-1-methyl-urea